2-amino-4-(((tert-butyldimethylsilyl)oxy)methyl)-6-(trifluoromethyl)phenol NC1=C(C(=CC(=C1)CO[Si](C)(C)C(C)(C)C)C(F)(F)F)O